4-(2-((1-(1-(Cyclopropanecarbonyl)azetidin-3-yl)-1H-pyrazol-4-yl)amino)-5-methylpyrimidin-4-yl)benzoic Acid C1(CC1)C(=O)N1CC(C1)N1N=CC(=C1)NC1=NC=C(C(=N1)C1=CC=C(C(=O)O)C=C1)C